3-glycidylpropylmethacrylate C(C1CO1)CCCOC(C(=C)C)=O